C[P+](C(C)C)(C)C trimethyl-isopropylphosphonium